N1N=CC2=CC=C(C=C12)C#N 1H-INDAZOLE-6-CARBONITRILE